2-Methyl-propane-2-sulfinic Acid {(S)-1-[4-bromo-1-(2-trimethylsilanyl-ethoxymethyl)-1H-imidazol-2-yl]-but-3-enyl}-amide BrC=1N=C(N(C1)COCC[Si](C)(C)C)[C@H](CC=C)NS(=O)C(C)(C)C